CS(=O)(C)=NC=1C=CC(=NC1)C=1C(=NC=CN1)[C@H](C)NC(=O)C1=CC2=C(OC(O2)(F)F)C=C1 (S)-N-(1-(3-(5-((dimethyl(oxo)-λ6-sulfaneylidene)amino)pyridin-2-yl)pyrazin-2-yl)ethyl)-2,2-difluorobenzo[d][1,3]dioxole-5-carboxamide